C(C)C=1NC=C([N+]1C)C 2-ethyl-3,4-dimethylimidazolium